2-(4-methoxy-1H-indol-3-yl)-2-phenylindol-3-one COC1=C2C(=CNC2=CC=C1)C1(NC2=CC=CC=C2C1=O)C1=CC=CC=C1